(S)-tert-butyl 3-((R)-2-(2-(cyclobutylamino)-6-(4-propionylpiperazin-1-yl)isonicotinamido)-1-hydroxyethyl)-7-(methoxymethoxy)-3,4-dihydroisoquinoline-2(1H)-carboxylate C1(CCC1)NC=1C=C(C(=O)NC[C@@H](O)[C@H]2N(CC3=CC(=CC=C3C2)OCOC)C(=O)OC(C)(C)C)C=C(N1)N1CCN(CC1)C(CC)=O